[Cl-].[Cl-].C1(=CC(=CC=C1)C(=[Zr+2](C1(C(C(C(C2(C3C(=C4C=5C=CC=CC5CC4=C21)C=CCC3)C)(C)C)(C)C)(C)C)C)C3C=CC=C3)C=3C=C(C=CC3)C)C di(m-tolyl)methylene(cyclopentadienyl)(octamethyloctahydrodibenzofluorenyl)zirconium dichloride